4-(2-hydroxyethylidene)piperidine-1-carbamic acid tert-butyl ester C(C)(C)(C)OC(NN1CCC(CC1)=CCO)=O